acrylamido-N-(pyridin-3-ylmethyl)-[1,1'-biphenyl]-4-carboxamide C(C=C)(=O)NC1=C(C=CC(=C1)C(=O)NCC=1C=NC=CC1)C1=CC=CC=C1